Titanium (IV) Ethoxid [O-]CC.[Ti+4].[O-]CC.[O-]CC.[O-]CC